Ethyl 5-({[1-(4-chloro-2-fluorophenyl) cyclopropyl] carbonyl} amino)-2-(1-cyclobutyl-1H-pyrazol-4-yl)-3-fluorobenzoate ClC1=CC(=C(C=C1)C1(CC1)C(=O)NC=1C=C(C(=C(C(=O)OCC)C1)C=1C=NN(C1)C1CCC1)F)F